6-methyl-1-phenyl-5-{[3-(4-phenylpiperazin-1-yl)propyl]oxy}-4,5-dihydropyrazolo[3,4-d]pyrimidin-4-one CC=1N(C(C2=C(N1)N(N=C2)C2=CC=CC=C2)=O)OCCCN2CCN(CC2)C2=CC=CC=C2